1-amino-3,3,5-triethyl-5-aminomethylcyclohexane NC1CC(CC(C1)(CN)CC)(CC)CC